1,1,1-tris(hydroxy-methyl)propane OCC(CC)(CO)CO